ethyl 3-(2-((1S,2S,5R)-1-hydroxy-2-isopropyl-5-methylcyclohexane-1-carboxamido)ethyl)benzoate O[C@@]1([C@@H](CC[C@H](C1)C)C(C)C)C(=O)NCCC=1C=C(C(=O)OCC)C=CC1